F[C@H](CN1N=NC(=C1)C(=O)NC)CCC=1N=NC(=CC1)NC(CC1=NC=CC(=C1)C1=CC(=CC=C1)OC(F)(F)F)=O (S)-1-(2-fluoro-4-(6-(2-(4-(3-(trifluoromethoxy)phenyl)pyridin-2-yl)acetamido)pyridazin-3-yl)butyl)-N-methyl-1H-1,2,3-triazole-4-carboxamide